[Bi].NC=1C=C(C=CC1)NC(C)=O N-(3-aminophenyl)acetamide Bismuth